OC1=CC=C(C=C1)C(C)C hydroxy-(4-isopropyl-benzene)